ClC1=CC(=C(OC2=CN=CC(=N2)C=O)C=C1)F 6-(4-chloro-2-fluoro-phenoxy)pyrazine-2-carbaldehyde